2,3-di(pyridin-2-yl)pyrazine N1=C(C=CC=C1)C1=NC=CN=C1C1=NC=CC=C1